3-({3-[(1S,2S)-2-(4-chlorophenyl)-1-fluoro-2-hydroxyethyl]-1,2,4-oxadiazol-5-yl}methyl)-1,5-dimethylpyrimidine-2,4-dione ClC1=CC=C(C=C1)[C@@H]([C@@H](F)C1=NOC(=N1)CN1C(N(C=C(C1=O)C)C)=O)O